benzyl N-{(S)-(4,4-difluorocyclohexyl)[3-(tetrahydropyran-4-yl)imidazo-[1,2-b][1,2,4]triazin-6-yl]methyl}carbamate FC1(CCC(CC1)[C@H](NC(OCC1=CC=CC=C1)=O)C=1N=C2N(N=CC(=N2)C2CCOCC2)C1)F